5-(N-(2-(4-(4-Bromothiophene-2-carbonyl)piperazin-1-yl)phenyl)-N-phenethylsulfamoyl)-3-methylbenzofuran BrC=1C=C(SC1)C(=O)N1CCN(CC1)C1=C(C=CC=C1)N(S(=O)(=O)C=1C=CC2=C(C(=CO2)C)C1)CCC1=CC=CC=C1